ClC1=CC(=CC=2CCCOC21)C(=O)[C@@H]2[C@H](C2)C(=O)OC Methyl (1S,2S)-2-(8-chloro-3,4-dihydro-2H-1-benzopyran-6-carbonyl)cyclopropane-1-carboxylate